C(C)(C)(C)OC(=O)N1CCN(CCC1)C=1C2=C(N=CN1)NC=C2 4-(7H-pyrrolo[2,3-d]pyrimidine-4-yl)-1,4-diazacycloheptane-1-carboxylic acid tert-butyl ester